(R)-2-amino-2-(4-chlorophenyl)-N-((R)-8,9-difluoro-6-oxo-1,4,5,6-tetrahydro-2H-pyrano[3,4-c]isoquinolin-1-yl)-N-methylacetamide N[C@@H](C(=O)N(C)[C@H]1COCC=2NC(C=3C=C(C(=CC3C21)F)F)=O)C2=CC=C(C=C2)Cl